1-((3aR,5s,6aS)-5-((5-(pyrazolo[1,5-a]pyrimidin-5-yl)-7H-pyrrolo[2,3-d]pyrimidin-2-yl)amino)hexahydrocyclopenta[c]pyrrol-2(1H)-yl)ethan-1-one N1=CC=C2N1C=CC(=N2)C2=CNC=1N=C(N=CC12)NC1C[C@@H]2[C@@H](CN(C2)C(C)=O)C1